4-iodo-2-(methylthio)pyrimidine 2-(1-(1-cyclopropyl-1H-pyrazol-4-yl)-6-oxopiperidin-3-yl)-6,7-dimethylpteridin-4-yl-4-methylbenzenesulfonate C1(CC1)N1N=CC(=C1)N1CC(CCC1=O)C1=NC2=NC(=C(N=C2C(=N1)OS(=O)(=O)C1=CC=C(C=C1)C)C)C.IC1=NC(=NC=C1)SC